benzyl 3-[(cyclopropylmethyl)amino]pyrrolidine-1-carboxylate C1(CC1)CNC1CN(CC1)C(=O)OCC1=CC=CC=C1